C1(CC1)C#CC=1C=NC=CC1N1C=C(C=2C(NCCC21)=O)NC2=C(C(=CC=C2)F)OC [3-(2-cyclopropylethynyl)pyridin-4-yl]-3-[(3-fluoro-2-methoxyphenyl)amino]-1H,5H,6H,7H-pyrrolo[3,2-c]pyridin-4-one